N-((1r,4r)-4-methoxycyclohexyl)-6-(4H-1,2,4-triazol-4-yl)pyrazine-2-carboxamide COC1CCC(CC1)NC(=O)C1=NC(=CN=C1)N1C=NN=C1